5-(1-{[1-(fluoromethyl)cyclopropyl]methyl}-1H-pyrazol-4-yl)-6-imidazo[1,2-a]pyridin-7-ylpyridine-2-carbonitrile FCC1(CC1)CN1N=CC(=C1)C=1C=CC(=NC1C1=CC=2N(C=C1)C=CN2)C#N